triethylene glycol monoisononyl ether C(CCCCCC(C)C)OCCOCCOCCO